N-(3-carbamoyl-4-fluoro-phenyl)-2-fluoro-6-[4-(trifluoromethoxy)phenoxy]-3-(trifluoromethyl)benzamide C(N)(=O)C=1C=C(C=CC1F)NC(C1=C(C(=CC=C1OC1=CC=C(C=C1)OC(F)(F)F)C(F)(F)F)F)=O